ClC1=NC(=CC(=C1C#N)C)NC(C1=CC=CC=C1)(C)C 2-chloro-3-cyano-4-methyl-6-(alpha,alpha-dimethylbenzylamino)pyridine